1,2-diamino-4-iodo-5-methylpyridin-1-ium 2,4,6-trimethylbenzenesulfonate CC1=C(C(=CC(=C1)C)C)S(=O)(=O)[O-].N[N+]1=C(C=C(C(=C1)C)I)N